ClC1(NC(=CC=N1)C1=CC=CC=C1)C1=CC=CC=C1 2-chloro-2,6-diphenylpyrimidine